C(C)(=O)O[C@H]1[C@@H](O[C@@H]([C@H]1OC(C)=O)COC(C)=O)N1C=NC=2C(O)=NC=NC12 2',3',5'-tri-O-acetylinosine